(1S,2S)-2-((6-(4-((((R)-1-(2-chlorophenyl)ethoxy)carbonyl)amino)-3-methylisothiazol-5-yl)-2-methylpyridin-3-yl)carbamoyl)cyclohexane-1-carboxylic acid ClC1=C(C=CC=C1)[C@@H](C)OC(=O)NC=1C(=NSC1C1=CC=C(C(=N1)C)NC(=O)[C@@H]1[C@H](CCCC1)C(=O)O)C